tert-Butyl (2S,5R)-2,5-diethylpiperazine-1-carboxylate C(C)[C@@H]1N(C[C@H](NC1)CC)C(=O)OC(C)(C)C